5-bromo-1-methyl-1H-pyrazolo[4,3-b]pyridine BrC1=CC=C2C(=N1)C=NN2C